(S)-2-((4-(6-(([1,2,4]triazolo[1,5-a]pyridin-8-yl)methoxy)pyridine-2-yl)piperidin-1-yl)methyl)-1-((oxetan-2-yl)methyl)-1H-benzo[d]imidazole-6-carboxylate N=1C=NN2C1C(=CC=C2)COC2=CC=CC(=N2)C2CCN(CC2)CC2=NC1=C(N2C[C@H]2OCC2)C=C(C=C1)C(=O)[O-]